2-{imidazo[1,2-b]pyridazin-6-yl}-6-{[(2S)-1-(1H-tetrazol-1-yl)propan-2-yl]oxy}pyrazine N=1C=CN2N=C(C=CC21)C2=NC(=CN=C2)O[C@H](CN2N=NN=C2)C